N-[4-(3-Dimethylaminoazetidin-1-yl)-2-methoxy-5-nitrophenyl]-5-methyl-4-(1-methylindol-3-yl)pyrimidin-2-amine CN(C1CN(C1)C1=CC(=C(C=C1[N+](=O)[O-])NC1=NC=C(C(=N1)C1=CN(C2=CC=CC=C12)C)C)OC)C